COC(CCOC1=C(C=CC=C1)C=1C2=CC=C(N2)C(=C2C=CC(C(=C3C=CC(=C(C=4C=CC1N4)Br)N3)C3=C(C=CC=C3)OCCC(CC(=O)O)OC)=N2)Br)CC(=O)O 5,15-Bis[(3-methoxy-4-carboxybutoxy)phenyl]-10,20-dibromoporphine